C(C)[S@@](=O)(C1=CC=C(C=C1)COC1=C(C=C(C=C1)CN1CC2=CC=CC=C2C1)S(=O)(=O)C)=N (R)-Ethyl(imino)(4-((4-(isoindolin-2-ylmethyl)-2-(methylsulfonyl)phenoxy)-methyl)phenyl)-λ6-sulfanone